Cl.Cl.ClC=1C=C(C=CC1)N1N=NC(=C1)C1CCNCC1 4-(1-(3-chlorophenyl)-1H-1,2,3-triazol-4-yl)piperidine dihydrochloride